benzyl 3-{methyl[(1S)-2,2,2-trifluoro-1-(4-{[1-phenyl-5-(trifluoromethyl)-1H-pyrazol-4-yl]amino}phenyl)ethyl]carbamoyl}cyclobutane-1-carboxylate CN(C(=O)C1CC(C1)C(=O)OCC1=CC=CC=C1)[C@H](C(F)(F)F)C1=CC=C(C=C1)NC=1C=NN(C1C(F)(F)F)C1=CC=CC=C1